N(=O)N1CCC(CC1)C(CN1CCN(CC1)C1=CC=C(C=C1)C1C(NC(CC1)=O)=O)CC 3-[4-[4-[2-(1-nitroso-4-piperidyl)butyl]piperazin-1-yl]phenyl]piperidine-2,6-dione